(R)-6-chloro-3-((1-(2-cyano-3-(2,2-dimethylmorpholino)-7-methylquinoxalin-5-yl)ethyl)amino)picolinic acid ClC1=CC=C(C(=N1)C(=O)O)N[C@H](C)C1=C2N=C(C(=NC2=CC(=C1)C)C#N)N1CC(OCC1)(C)C